N(=O)[Pd-](N=O)Cl dinitrosopalladium (II) chloride